butanone nitrogen [N].CC(CC)=O